(3-((tert-butyldimethylsilyl)oxy)-2,6-dichlorophenyl)-2,4-dichloropyrimidine-5-carboxamide [Si](C)(C)(C(C)(C)C)OC=1C(=C(C(=CC1)Cl)C1=C(C(=NC(=N1)Cl)Cl)C(=O)N)Cl